FC(OC=1C=C(C(=NC1)N)C#C[Si](C)(C)C)(F)F 5-(trifluoromethoxy)-3-((trimethylsilyl)ethynyl)pyridin-2-amine